3-(5-(1-(3-methyl-6-(piperazin-1-ylmethyl)-1H-indole-2-carbonyl)piperidin-4-yl)-1-oxoisoindolin-2-yl)piperidine-2,6-dione dihydrochloride Cl.Cl.CC1=C(NC2=CC(=CC=C12)CN1CCNCC1)C(=O)N1CCC(CC1)C=1C=C2CN(C(C2=CC1)=O)C1C(NC(CC1)=O)=O